C(C)(=O)N1C(CC(C1)F)C(=O)NC(C1=CC=CC=C1)C1=NC=C(C=C1)C1CC1 1-acetyl-N-[(5-cyclopropylpyridin-2-yl)(phenyl)methyl]-4-fluoropyrrolidine-2-carboxamide